C(C)(C)(C)OC(=O)N[C@H](COC=1C=C(C=CC1)C#CCCC(=O)OC)CCC(N)=O methyl 5-[3-[(2S)-2-[(tert-butoxycarbonyl) amino]-4-carbamoylbutoxy] phenyl]pent-4-ynoate